((E)-2-(3,5-bis(trifluoromethyl)benzylidene)-6-((4-bromobenzyl)oxy)-3,4-dihydronaphthalen-1(2H)-one) FC(C=1C=C(\C=C/2\C(C3=CC=C(C=C3CC2)OCC2=CC=C(C=C2)Br)=O)C=C(C1)C(F)(F)F)(F)F